pentalene-4-carboxylic acid (1-trifluoromethyl-cyclobutyl)-amide FC(C1(CCC1)NC(=O)C=1C2=CC=CC2=CC1)(F)F